C1(=CC=CC=C1)C1=CN=C(S1)NC1N(CCC1)C#N ((5-Phenylthiazol-2-yl)amino)pyrrolidine-1-carbonitrile